NC1=C(C2=CC(=C3C=CC=NC3=C2NC1=O)C1CCN(CC1)C(=O)OC(C)(C)C)C1=C2C=NNC2=C(C=C1)F tert-Butyl 4-[8-amino-7-(7-fluoro-1H-indazol-4-yl)-9-oxo-10H-1,10-phenanthroline-5-yl]piperidine-1-carboxylate